CC1=C(C(=CC=C1)C)C1=NC=CC(=C1)[C@@H](CC(=O)OCC)NC(C(CC(C)C)N1C(C=C(C=C1)C)=O)=O (3R)-ethyl 3-(2-(2,6-dimethylphenyl)pyridin-4-yl)-3-(4-methyl-2-(4-methyl-2-oxopyridin-1(2H)-yl)pentanamido)propanoate